O(C(=S)[S-])C(C)CCCCC 2-heptyl xanthate